S(=O)(=O)([O-])OS(=O)(=O)[O-].[Cu+2] copper pyrosulphate